Dimethylglycyl chloride CN(CC(=O)Cl)C